FC(C(=O)O)(F)F.FC(C1CCC(CC1)C1=NN=C(O1)[C@@H]1CC[C@H](CC1)N)(F)F trans-4-(5-(4-(trifluoromethyl)cyclohexyl)-1,3,4-oxadiazol-2-yl)cyclohexan-1-amine 2,2,2-trifluoroacetate